3-(2,6-dichloropyridin-4-yl)cyclobutane-1-one ClC1=NC(=CC(=C1)C1CC(C1)=O)Cl